C1(CC1)NC(C([C@H](C[C@H]1C(NCC1)=O)NC([C@H](CC(C)C)NC(C(C1=CC=CC=C1)(C1=CC=CC=C1)O)=O)=O)=O)=O (S)-N-((S)-4-(cyclopropylamino)-3,4-dioxo-1-((S)-2-oxopyrrolidin-3-yl)butan-2-yl)-2-(2-hydroxy-2,2-diphenylacetamido)-4-methylpentanamide